CN(C(OC1=CC2=C(C(=C(C(O2)=O)CC2=C(C(=CC=C2)NS(NC)(=O)=O)F)CN(C)CCF)C=C1)=O)C 3-(2-fluoro-3-((N-methylsulfamoyl) amino) benzyl)-4-(((2-fluoroethyl) (methyl) amino) methyl)-2-oxo-2H-benzopyran-7-yl dimethylcarbamate